C(C)(C)(C)OC(=O)N[C@H]1C=C[C@@H](C1)CO (1R,4R)-4-((tert-Butoxycarbonyl)amino)-2-cyclopentene-1-methanol